[Br-].NC(CC)C1=NC=CN1CCC 1-aminopropyl-3-propylimidazole bromide salt